CN1C(=NN=C1)C1=C(C=CC=C1)C1=CC(=CC=C1)N 2'-(4-methyl-4H-1,2,4-triazol-3-yl)-[1,1'-biphenyl]-3-amine